FC1=C(C(=CC=C1C=1C=C2C(=NC1)N(N=C2)C)O)N2CC(NS2(=O)=O)=O 5-(2-fluoro-6-hydroxy-3-(1-methyl-1H-pyrazolo[3,4-b]pyridin-5-yl)phenyl)-1,2,5-thiadiazolidin-3-one 1,1-dioxide